methyl (R)-6-chloro-3-((1-(3,6-dimethyl-4-oxo-2-(((trifluoromethyl)sulfonyl)oxy)-3,4-dihydroquinazolin-8-yl)ethyl)amino)picolinate ClC1=CC=C(C(=N1)C(=O)OC)N[C@H](C)C=1C=C(C=C2C(N(C(=NC12)OS(=O)(=O)C(F)(F)F)C)=O)C